N1=CN=C(C2=C1NC=C2)NC=2C=C(C=CC2N2CC(NCC2)C)C#C[C@@](C)(O)C=2SC=CN2 (R)-4-(3-((7H-pyrrolo[2,3-d]pyrimidin-4-yl)amino)-4-(3-methylpiperazin-1-yl)phenyl)-2-(thiazol-2-yl)but-3-yn-2-ol